FC=1C=NC(=NC1)C=1C=C(C=CC1C)NC(=O)N1C2C(CC1CC2)C N-(3-(5-fluoropyrimidin-2-yl)-4-methylphenyl)-2-methyl-7-azabicyclo[2.2.1]heptane-7-carboxamide